COCCNC1=C(COC2=C3CN(C(C3=CC=C2)=O)[C@@H]2C(NC(CC2)=O)=O)C=CC(=C1)CN1CCOCC1 (S)-3-(4-((2-((2-methoxyethyl)amino)-4-(morpholinomethyl)-benzyl)oxy)-1-oxoisoindolin-2-yl)piperidine-2,6-dione